1-(pyridazin-4-yl)-5-(trifluoromethyl)-1H-pyrazole-4-carboxylic acid ethyl ester C(C)OC(=O)C=1C=NN(C1C(F)(F)F)C1=CN=NC=C1